[Si](C)(C)(C(C)(C)C)OCCCCCN1CCC2(CCN(CC2)C(CO)CO)CC1 2-(9-(5-((tert-butyldimethylsilyl)oxy)pentyl)-3,9-diazaspiro[5.5]undecan-3-yl)propane-1,3-diol